FC1=C(C(=C(C(=C1[B-](C1=C(C(=C(C(=C1F)F)F)F)F)(C1=C(C(=C(C(=C1F)F)F)F)F)C1=C(C(=C(C(=C1F)F)F)F)F)F)F)F)F.C(C)[NH+](CC)C1=CC=CC=C1 N,N-diethylphenylammonium tetra(pentafluorophenyl)borate